O1CCC2=C1C=C(C=C2)NC(=O)C=2C=C(C=CC2)N2N=C(C=C2OCC2=CC=C(C(=O)OC(C)(C)C)C=C2)C(F)(F)F tert-Butyl 4-[[2-[3-(2,3-dihydrobenzofuran-6-ylcarbamoyl)phenyl]-5-(trifluoromethyl)pyrazol-3-yl]oxymethyl]benzoate